CC1=CC=C(C=C1)S(=O)(=O)OCCCCCC#C Hept-6-ynyl 4-methylbenzenesulfonate